CC(CCN1CCC2(CC1)CCN(CC2)S(=O)(=O)C=2C=NC(=CC2)CC)(C)C 3-(3,3-Dimethylbutyl)-9-((6-ethylpyridin-3-yl)sulfonyl)-3,9-diazaspiro[5.5]undecane